NC1=C(N=CC(=N1)C=1N=C(C=2N(C1)C=CN2)N(C(OC(C)(C)C)=O)C2=CC=C(C=C2)N2CCN(CC2)C2COC2)C tert-butyl (6-(6-amino-5-methylpyrazin-2-yl)imidazo[1,2-a]pyrazin-8-yl)(4-(4-(oxetan-3-yl)piperazin-1-yl)phenyl)carbamate